tert-butyl (1s,3as,6ar)-5-benzyl-1-(hydroxymethyl)-3-oxo-hexahydropyrrolo[3,4-c]pyrrole-2(1H)-carboxylate C(C1=CC=CC=C1)N1C[C@H]2[C@@H](C1)C(N([C@@H]2CO)C(=O)OC(C)(C)C)=O